ClC1=CC(=C(OCC2=CC=CC(=N2)C2=CC(=C(CC3=NC4=C(N3CCOC)C=CC=C4)C=C2)F)C=C1)F 2-(4-(6-((4-Chloro-2-fluorophenoxy)methyl)pyridin-2-yl)-2-fluorobenzyl)-1-(2-methoxyethyl)-1H-benzo[d]imidazol